4-chloro-5-cyclopropyl-N-(2,6-dioxopiperidin-3-yl)-2-acetamidothiophene-3-carboxamide ClC=1C(=C(SC1C1CC1)NC(C)=O)C(=O)NC1C(NC(CC1)=O)=O